2-((6aR,8R)-8-((5-(chloromethyl)-4-methylpyridin-2-yl)thio)-6a-ethyl-5,6,6a,7,8,9-hexahydropyrrolo[1',2':4,5]pyrazino[2,3-c]pyridazin-2-yl)-6-fluorophenol ClCC=1C(=CC(=NC1)S[C@@H]1C[C@]2(N(C=3C(=NN=C(C3)C3=C(C(=CC=C3)F)O)NC2)C1)CC)C